6-(trifluoromethyl)oct-4-ene FC(C(C=CCCC)CC)(F)F